CC1=C(C=CC=C1COC1=CC(=C(C=C1Cl)CN1[C@@H](CCCC1)C(=O)O)OC)C1=C(C(=CC=C1)COC1=CC(=C(C=C1Cl)CN1[C@@H](CCCC1)C(=O)O)OC)C (2S,2'S)-1,1'-(((((2,2'-dimethyl-[1,1'-biphenyl]-3,3'-diyl)bis(methylene))bis(oxy))bis(5-chloro-2-methoxy-4,1-phenylene))bis(methylene))bis(piperidine-2-carboxylic acid)